N1(CCNCC1)C1=CC=CC=2OCCOC21 5-(piperazin-1-yl)-2,3-dihydro-1,4-benzodioxine